(1s,6R,8aR)-1,4,4,6-tetramethyloctahydro-1H-5,8a-methanoazulen-6-yl acetate C(C)(=O)O[C@]1(C2C(C3CC[C@@H]([C@@]3(CC1)C2)C)(C)C)C